CC1(OC=CC(O1)=O)C 2,2-dimethyl-4-oxo-4H-1,3-dioxin